C(C1=CC=CC=C1)OC1=C(C=CC2=CC=CC=C12)[N+](=O)[O-] 1-(benzyloxy)-2-nitronaphthalene